(S)-4-(5-(5-fluoro-2-methoxypyridin-4-yl)-1H-pyrazole-3-carbonyl)-N-((1R,3R,4S)-3-hydroxy-4-(trifluoromethyl)cyclohexyl)-4-azaspiro[2.5]octane-7-carboxamide FC=1C(=CC(=NC1)OC)C1=CC(=NN1)C(=O)N1C2(CC2)C[C@H](CC1)C(=O)N[C@H]1C[C@H]([C@H](CC1)C(F)(F)F)O